7-bromo-3-chloro-1H-pyrrolo[3,2-c]pyridine BrC=1C2=C(C=NC1)C(=CN2)Cl